8-(4-benzyloxyphenoxy)-6-(4,4,5,5-tetramethyl-1,3,2-dioxaborolan-2-yl)imidazo[1,5-a]pyridine C(C1=CC=CC=C1)OC1=CC=C(OC=2C=3N(C=C(C2)B2OC(C(O2)(C)C)(C)C)C=NC3)C=C1